1-(6-(1-(2-fluoro-5-(trifluoromethoxy)benzyl)-1H-pyrazol-3-yl)pyridin-2-yl)N,N-bis(4-methoxybenzyl)-2-methyl-1-oxopropane-2-sulfonamide FC1=C(CN2N=C(C=C2)C2=CC=CC(=N2)C(C(C)(S(=O)(=O)N(CC2=CC=C(C=C2)OC)CC2=CC=C(C=C2)OC)C)=O)C=C(C=C1)OC(F)(F)F